2-[2-(benzyloxy)-4-nitrophenoxy]cyclopentan-1-one C(C1=CC=CC=C1)OC1=C(OC2C(CCC2)=O)C=CC(=C1)[N+](=O)[O-]